5,8-difluoro-6-(hydroxymethyl)-3-methyl-1H-quinoxalin-2-one FC1=C2N=C(C(NC2=C(C=C1CO)F)=O)C